1-ethyl-(3-dimethylaminopropyl)-3-Ethylcarbodiimide C(C)N=C=NCCCCCN(C)C